BrC=1C(=CC(=NC1)I)C 5-bromo-2-iodo-4-methylpyridine